isopropyl 2-((2-methoxy-4-(methyl(2-((methylsulfonyl)oxy)ethyl)amino)-5-nitrophenyl)amino)-4-(3,3,5-Trimethyl-2,3-dihydro-1H-pyrrolo[3,2-b]pyridin-1-yl)pyrimidine-5-carboxylate COC1=C(C=C(C(=C1)N(CCOS(=O)(=O)C)C)[N+](=O)[O-])NC1=NC=C(C(=N1)N1CC(C2=NC(=CC=C21)C)(C)C)C(=O)OC(C)C